OC=1C=C(C=C(C1O)O)CCC(=O)O 3-(3,4,5-trihydroxyphenyl)propionic acid